NC=1CC(=CC2=C(N1)C=C(S2)CCC2CCN(CC2)C(CCOCCOCCOCCC(=O)O)=O)C(N(CCC)OCC)=O 3-[2-[2-[3-[4-[2-[5-amino-7-[ethoxy(propyl)carbamoyl]-6H-thieno[3,2-b]azepin-2-yl]ethyl]-1-piperidyl]-3-oxo-propoxy]ethoxy]ethoxy]propanoic Acid